ethyl 4-[(3-chloro-5-methanesulfonamidophenyl)carbamoyl]-1-(pyridin-2-yl)-1H-pyrrole-2-carboxylate ClC=1C=C(C=C(C1)NS(=O)(=O)C)NC(=O)C=1C=C(N(C1)C1=NC=CC=C1)C(=O)OCC